C1(CCC1)OC1=CC(=CC(=N1)C1=CC(=C(OCCCC(=O)O)C(=C1)F)F)C 4-[4-[6-(cyclobutoxy)-4-methyl-2-pyridinyl]-2,6-difluoro-phenoxy]butanoic acid